[Li].[Mn].[Co].[Ni] nickel cobalt manganese lithium salt